5'-chloro-3'-phenyl-1,1':2',1'':3'',1'''-quaterphenyl ClC1=CC(=C(C(=C1)C1=CC=CC=C1)C1=CC(=CC=C1)C1=CC=CC=C1)C1=CC=CC=C1